4-(3-(4-(2-((5S,8R,9S,10S,13S,14S,17S)-10,13-dimethyl-3-oxohexadecahydro-1H-cyclopenta[a]phenanthren-17-yloxy)acetyl)piperazine-1-carbonyl)-4-fluorobenzyl)phthalazin-1(2H)-one C[C@]12[C@H]3CC[C@@]4([C@H](CC[C@H]4[C@@H]3CC[C@H]2CC(CC1)=O)OCC(=O)N1CCN(CC1)C(=O)C=1C=C(CC2=NNC(C3=CC=CC=C23)=O)C=CC1F)C